6-(8-acetyl-3-hydroxy-8-azabicyclo[3.2.1]octan-3-yl)-4-(((R)-1-(3-(difluoromethyl)-2-fluorophenyl)prop-2-yn-1-yl)amino)-8-methylpyrido[2,3-d]pyrimidin-7(8H)-one C(C)(=O)N1C2CC(CC1CC2)(O)C2=CC1=C(N=CN=C1N[C@H](C#C)C1=C(C(=CC=C1)C(F)F)F)N(C2=O)C